1-N'-(4-fluorophenyl)-1-N-[4-(7-pyrazolo[1,5-a]pyridin-2-ylquinolin-4-yl)oxyphenyl]cyclopropane-1,1-dicarboxamide FC1=CC=C(C=C1)NC(=O)C1(CC1)C(=O)NC1=CC=C(C=C1)OC1=CC=NC2=CC(=CC=C12)C1=NN2C(C=CC=C2)=C1